3,3-bis(3,4-dihydroxyphenyl)phthalide OC=1C=C(C=CC1O)C1(OC(=O)C2=CC=CC=C12)C1=CC(=C(C=C1)O)O